CC1=C(C(=NC=C1NC(CC1=C(N=C(NC1=O)N)N)=O)C(=O)O)F methyl-5-[2-(2,4-diamino-6-oxo-1,6-dihydropyrimidin-5-yl)acetamido]-3-fluoropyridine-2-carboxylic acid